N-(3,4-dichloro-5,6-difluoro-9H-pyrido[2,3-b]indol-8-yl)-N-(trideuteromethyl)carbamic acid tert-butyl ester C(C)(C)(C)OC(N(C([2H])([2H])[2H])C=1C=C(C(=C2C3=C(NC12)N=CC(=C3Cl)Cl)F)F)=O